C(C1=CC=CC=C1)OC(=O)N([C@@H](CCCCN)C(=O)OC1=CC=C(C=C1)[N+](=O)[O-])C(=O)OC(C)(C)C 4-Nitrophenyl Nα-((benzyloxy)carbonyl)-N-e-(tert-butoxycarbonyl)-L-lysinate